C1(=C(C=CC=C1)N=C=NC1CCCCC1)C N-tolyl-N'-cyclohexylcarbodiimide